4-(4-amino-3-(4-phenoxyphenyl)-1H-pyrazolo[3,4-d]pyrimidin-1-yl)cyclohexanone NC1=C2C(=NC=N1)N(N=C2C2=CC=C(C=C2)OC2=CC=CC=C2)C2CCC(CC2)=O